BrC1=C2C=CC=NC2=CC=N1 5-bromo-1,6-naphthyridine